C(C)(C)(C)OC(/C=C/C1=CC=C(O1)N1C(CN(CC1)C(=O)OCC1=CC=CC=C1)=O)=O benzyl (E)-4-(5-(3-(tert-butoxy)-3-oxoprop-1-en-1-yl)furan-2-yl)-3-oxopiperazine-1-carboxylate